ClC1=CC(=NC=N1)N1CCC(CC1)C=O 1-(6-chloropyrimidin-4-yl)piperidine-4-carbaldehyde